FC([C@@H]1CC[C@H](CC1)O)(F)F (trans)-4-(Trifluoro-methyl)cyclohexan-1-ol